FC(CN1[C@@H](C=2NC3=CC=CC=C3C2C[C@H]1C)C=1SC(=C(C1)C)CC1CN(C1)CCC)(C)C (1S,3R)-2-(2-Fluoro-2-methylpropyl)-3-methyl-1-(4-methyl-5-((1-propylazetidin-3-yl)methyl)thiophen-2-yl)-2,3,4,9-tetrahydro-1H-pyrido[3,4-b]indole